(5'S)-3'-(2,6-difluorophenyl)-5'-methyl-spiro[1,3-dioxolane-2,13'-9-thia-4,7-diazatricyclo[8.5.0.02,8]pentadecan-1(10),2(8),3-triene]-6'-imine FC1=C(C(=CC=C1)F)C=1C=2C=3CCC4(CCC3SC2NC([C@@H](N1)C)=N)OCCO4